Br.BrCC(=O)C=1C=NC=CC1 2-bromo-1-pyridin-3-ylethanone hydrobromide